C(N)(=O)C1=NN(C=C1)C=1CN2C(N(C(C1)C2)OS(=O)(=O)[O-])=O [3-(3-carbamoylpyrazol-1-yl)-7-oxo-1,6-diazabicyclo[3.2.1]oct-3-en-6-yl]-sulfat